ClC=1C(=NC=C(C(=O)OCC)C1)N1C(CN(CC1)\C(=N/O)\C1=C(C=CC=C1C(F)(F)F)F)=O ethyl (Z)-5-chloro-6-(4-((2-fluoro-6-(trifluoromethyl)phenyl)(hydroxyimino)methyl)-2-oxopiperazin-1-yl)nicotinate